2,4,6-tri(mercaptomethylthio)-1,3,5-trithiacyclohexane SCSC1SC(SC(S1)SCS)SCS